(S)-N-(5-(4-aminothieno[3,2-d]pyrimidine-7-yl)-2-methylpyridin-3-yl)-3-phenylisoxazolidine NC=1C2=C(N=CN1)C(=CS2)C=2C=C(C(=NC2)C)N2OCC[C@H]2C2=CC=CC=C2